CN1N=C(C=C1NC(N)=O)C 3-(2,5-dimethylpyrazol-3-yl)urea